O=C1N(C(C2C3C=CC(C12)O3)=O)CCCCNC(OC3=CC=C(C=C3)[N+](=O)[O-])=O 4-nitrophenyl (4-(1,3-dioxo-1,3,3a,4,7,7a-hexahydro-2H-4,7-epoxyisoindol-2-yl)butyl)carbamate